boron compound with boron [B].[B]